CC(C[C@@H](C(N[C@@H](C[C@H]1C(NCC1)=O)C(COC(F)(F)F)=O)=O)NC(=O)C1OCCOC1)C N-((S)-4-methyl-1-oxo-1-(((S)-3-oxo-1-((S)-2-oxopyrrolidin-3-yl)-4-(trifluoromethoxy)butan-2-yl)amino)pentan-2-yl)-1,4-dioxane-2-carboxamide